C(O)(O)=O.CSSC dimethyldisulfide carbonate